O1C=2C(OCC1CCCCCCCCS(=O)(=O)O)=CSC2.[Na] sodium 8-(2,3-dihydrothieno[3,4-b][1,4]dioxin-2-yl)octane-1-sulfonic acid